F[P-](F)(F)(F)(F)F.[La+3].F[P-](F)(F)(F)(F)F.F[P-](F)(F)(F)(F)F lanthanum(III) hexafluorophosphate